C12C(C3CC(CC(C1)C3)C2)=O 2-Adamantanon